1-(2,6-dimethoxyphenyl)-2-(1-ethyl-1H-pyrazol-3-yl)-5-{[4-(2-fluoro-3-methylpyridin-4-yl)phenyl]methyl}-6-hydroxy-1,4-dihydropyrimidin-4-one COC1=C(C(=CC=C1)OC)N1C(=NC(C(=C1O)CC1=CC=C(C=C1)C1=C(C(=NC=C1)F)C)=O)C1=NN(C=C1)CC